1-(2-(((6-chloropyridazin-4-yl)oxy)methyl)-6-cyclopropylimidazo[1,2-a]pyridin-8-yl)-3-methylimidazolidine-2,4-dione ClC1=CC(=CN=N1)OCC=1N=C2N(C=C(C=C2N2C(N(C(C2)=O)C)=O)C2CC2)C1